O1COC2=C1C=CC(=C2)CC(C)N(C(=O)SC)C N-[1-(2H-1,3-benzodioxol-5-yl)propan-2-yl]-N-methylmethylsulfanylformamide